C1(CC1)C(C(=O)NC1=CC(=CS1)CN1CCN(CC1)C=1C=CC(=NC1C)C(=O)NC)=O 5-(4-((5-(2-cyclopropyl-2-oxoacetamido)thiophen-3-yl)methyl)piperazin-1-yl)-N,6-dimethylpicolinamide